prop-2-yn-1-yl (2r,3s)-3-(4-fluorophenyl)-2-phenyl-3-(phenylamino)-2-propylaminopropionate FC1=CC=C(C=C1)[C@@H]([C@](C(=O)OCC#C)(NCCC)C1=CC=CC=C1)NC1=CC=CC=C1